COC=1C=CC2=C(N=C(S2)C=2C=C(C=NC2)N)C1 5-(5-methoxybenzo[d]thiazol-2-yl)pyridin-3-amine